C(C)N1C(N(C(NC1=O)=O)C1=NC=NC=N1)=O ethyl-s-triazinyl-isocyanuric acid